C1NCC2CN(CCC21)C#N octahydro-5H-pyrrolo[3,4-c]pyridine-5-carbonitrile